7-cyclohexyl-1H-benzo[d]imidazole-2-carboxylic acid C1(CCCCC1)C1=CC=CC2=C1NC(=N2)C(=O)O